dichlororuthenium(II) Cl[Ru]Cl